7,8-dihydropteridine N1=CN=CC=2N=CCNC12